N1-(3,5-Difluoro-3'-(methoxy-d3)-[1,1'-biphenyl]-4-yl)-N1-(2-hydroxyethyl)-N2-methoxy-cyclopent-1-ene-1,2-dicarboxamide FC=1C=C(C=C(C1N(C(=O)C1=C(CCC1)C(=O)NOC)CCO)F)C1=CC(=CC=C1)OC([2H])([2H])[2H]